NC1=CC(=C(C=C1)C(\C=C\C1=CC2=C(OCO2)C=C1)=O)O (E)-1-(4-Amino-2-hydroxyphenyl)-3-(1,3-benzodioxol-5-yl)prop-2-en-1-one